7-(4,7-diazaspiro[2.5]Octane-7-yl)-5H-thiazolo[3,2-a]Pyrimidin-5-one C1CC12NCCN(C2)C=2N=C1N(C(C2)=O)C=CS1